(1R)-1-(6-(benzenesulfonyl)-1-(1-(thiophen-2-ylsulfonyl)pyrrolidin-3-yl)-1,6-dihydroimidazo[4,5-d]pyrrolo[2,3-b]pyridin-2-yl)ethanol C1(=CC=CC=C1)S(=O)(=O)N1C=CC=2C1=NC=C1C2N(C(=N1)[C@@H](C)O)C1CN(CC1)S(=O)(=O)C=1SC=CC1